N-benzyl-2-butoxy-9-(2,6-difluoro-3-methylbenzyl)-9H-purin-6-amine C(C1=CC=CC=C1)NC1=C2N=CN(C2=NC(=N1)OCCCC)CC1=C(C(=CC=C1F)C)F